S1C(=NC2=C1C=CC=C2)NC(=O)C=2C=CC=C1CCN(CC21)C2=CC=C(C(=N2)C(=O)O)C=2C=NN(C2C)CC21CC3(CC(CC(C2)C3)(C1)C)C 6-[8-(1,3-benzothiazol-2-ylcarbamoyl)-3,4-dihydroisoquinolin-2(1H)-yl]-3-(1-{[3,5-dimethyltricyclo[3.3.1.13,7]dec-1-yl]methyl}-5-methyl-1H-pyrazol-4-yl)pyridine-2-carboxylic acid